FC(C1=CC=C(C=C1)C=1CN(CC1)C(=O)OCC1=CC=CC=C1)(F)F benzyl 3-(4-(trifluoromethyl) phenyl)-2,5-dihydro-1H-pyrrole-1-carboxylate